azobis[N-(2-propenyl)-2-methylpropanamide] N(=NC(C(=O)NCC=C)(C)C)C(C(=O)NCC=C)(C)C